P(=O)(OC[N+](CCC1=CNC2=CC=CC(=C12)OP(=O)(O)O)(C)C)(O)[O-] (dimethyl(2-(4-(phosphonooxy)-1H-indol-3-yl)ethyl)ammonio)methyl hydrogen phosphate